1-benzyl-4-(1-benzyl-1H-pyrrol-2-yl)-1H-pyrrolo[3,2-c]pyridine-6-carboxylic acid methyl ester COC(=O)C1=CC2=C(C(=N1)C=1N(C=CC1)CC1=CC=CC=C1)C=CN2CC2=CC=CC=C2